methyl 7-fluoro-5-oxo-6H-pyrrolo[1,2-c]quinazoline-8-carboxylate FC1=C(C=CC=2C=3N(C(NC12)=O)C=CC3)C(=O)OC